2-Hydroxyquinoline OC1=NC2=CC=CC=C2C=C1